2-[3-(1,3-dicarboxypropyl)-ureido]glutaric acid C(=O)(O)C(CCC(=O)O)NC(NC(C(=O)O)CCC(=O)O)=O